(5-methyl-2-(methylsulfonyl)pyrimidin-4-yl)-1-oxoisoindole-2-carboxylic acid tert-butyl ester C(C)(C)(C)OC(=O)N1C(C2=CC=CC=C2C1C1=NC(=NC=C1C)S(=O)(=O)C)=O